N-(2-hydroxyethyl)alanine OCCN[C@@H](C)C(=O)O